N-cyclopropyl-5-[(5S)-5-(3,5-dichloro-4-fluoro-phenyl)-5-(trifluoromethyl)-4H-isoxazol-3-yl]isoquinoline-8-carboxamide C1(CC1)NC(=O)C=1C=CC(=C2C=CN=CC12)C1=NO[C@](C1)(C(F)(F)F)C1=CC(=C(C(=C1)Cl)F)Cl